1-(2-amino-5-bromophenyl)-5-(trifluoromethyl)pyrrolidin-2-one NC1=C(C=C(C=C1)Br)N1C(CCC1C(F)(F)F)=O